tert-Butyl (S)-4-(7-(cis-3-cyanocyclohexyl)-7H-pyrrolo[2,3-d]pyrimidin-4-yl)-3-methylpiperazine-1-carboxylate C(#N)[C@H]1C[C@H](CCC1)N1C=CC2=C1N=CN=C2N2[C@H](CN(CC2)C(=O)OC(C)(C)C)C